C(=O)[O-].C(=O)[O-].[Al+2].C1=CC=CC1.C1=CC=CC1 dicyclopentadiene aluminum diformate